C(C)(C)[C@@H]1COC2=C(CN1)C=CC(=C2)C(=O)OC methyl (R)-3-isopropyl-2,3,4,5-tetrahydrobenzo[f][1,4]oxazepine-8-carboxylate